2,4-dimethyl-oxetane CC1OC(C1)C